gallium(III) trifluoromethanesulfonate FC(S(=O)(=O)[O-])(F)F.[Ga+3].FC(S(=O)(=O)[O-])(F)F.FC(S(=O)(=O)[O-])(F)F